FC(C(=O)O)(F)F.C(C)(C)(C)C=1N(C=C(N1)C1=C2C(=NC=C1)NC=C2)C 4-(2-tert-Butyl-1-methyl-1H-imidazol-4-yl)-1H-pyrrolo[2,3-b]pyridine trifluoroacetate salt